C1(=CCCC1)C1=C(C(=O)OC(C)(C)C)C(=CC=N1)C1=C(C=CC=C1)F tert-butyl 2-(cyclopent-1-en-1-yl)-4-(2-fluorophenyl)nicotinate